3,7-dimethyl-oct-2,6-dienoic acid [2-(adamantan-2-yl-amino)ethyl]amide C12C(C3CC(CC(C1)C3)C2)NCCNC(C=C(CCC=C(C)C)C)=O